N-(5-bromopentyl)phthalimide C[N+]1(CC[N+](CC1)(C)CCCl)CCCl.[Cl-].[Cl-]